1-cyano-2,6-difluoro-4-hydroxy-benzene C(#N)C1=C(C=C(C=C1F)O)F